CN([C@@H](CC1=CC=CC=C1)C(=O)O)CCNC1=C(C=CC(=C1)Cl)Br methyl-(2-((2-bromo-5-chlorophenyl)amino)ethyl)phenylalanine